O1COC2=C1C=CC(=C2)C=2OC1=C(C=C(C=C1C(C2)=O)C)C(C)NC2=C(C(=O)O)C=CC=C2 2-((1-(2-(benzo[d][1,3]dioxol-5-yl)-6-methyl-4-oxo-4H-chromen-8-yl)ethyl)amino)benzoic acid